NC1=C2C(=NC=N1)N(N=C2C#CC2=C(C1=C(N(C=N1)C)C=C2F)F)[C@H]2C[C@@H](N(C2)C(C=C)=O)COC 1-[(2R,4S)-4-[4-amino-3-[2-(4,6-difluoro-1-methyl-1,3-benzodiazol-5-yl)ethynyl]pyrazolo[3,4-d]pyrimidin-1-yl]-2-(methoxymethyl)pyrrolidin-1-yl]prop-2-en-1-one